amino-N-(2,2,2-trifluoroethyl)acetamide NCC(=O)NCC(F)(F)F